4-nitro-1,3-dihydro-2H-benzo[d]imidazol-2-one [N+](=O)([O-])C1=CC=CC=2NC(NC21)=O